CN1[C@@H](CCC1)COC1=NC=2CC3(C(NC4=CC=CC=C34)=O)CCC2C(=N1)N1CC(N(CC1)C(C=C)=O)CC#N 2-[4-[2-[[(2S)-1-methylpyrrolidin-2-yl]methoxy]-2'-oxo-spiro[6,8-dihydro-5H-quinazoline-7,3'-indoline]-4-yl]-1-prop-2-enoyl-piperazin-2-yl]acetonitrile